C1=NN=C2N1C1=C(N=C2)N=CC=C1 pyridino[2,3-e][1,2,4]triazolo[4,3-a]pyrazine